N[C@H](C(=O)O)CC1=CC=C(C=C1)OCCN (S)-2-Amino-3-[4-(2-aminoethoxy)phenyl]propanoic acid